tert-Butyl 4-(piperazin-1-ylmethyl)piperidine-1-carboxylate N1(CCNCC1)CC1CCN(CC1)C(=O)OC(C)(C)C